FC1=C(O[C@H](CN2N=NN=C2)C)C=C(C=C1)B1OC(C(O1)(C)C)(C)C 1-[(2S)-2-[2-fluoro-5-(4,4,5,5-tetramethyl-1,3,2-dioxaborolan-2-yl)phenoxy]propyl]-1H-tetrazole